CN(CCCC(C(C)C)N1CC2(C1)CN(CC2)C2=C(N=NC=C2)OC2=C(C(=O)N(C(C)C)CC)C=C(C=C2)F)C (-)-2-((4-(2-(6-(Dimethylamino)-2-methylhex-3-yl)-2,6-diazaspiro[3.4]oct-6-yl)pyridazin-3-yl)oxy)-N-ethyl-5-fluoro-N-isopropylbenzamide